ClC1=C2NC=3CC(CC(C3C(C2=CC=C1)=O)=O)C1CC1 5-chloro-3-cyclopropyl-3,4-dihydroacridine-1,9(2H,10H)-dione